3-(butylamino)-8-chloro-5-((1R,3R)-3-hydroxycyclopentyl)pyrimido[4,5-c]isoquinolin-6(5H)-one C(CCC)NC=1N=CC2=C(N(C(C=3C=C(C=CC23)Cl)=O)[C@H]2C[C@@H](CC2)O)N1